2-(methylsulfonyl)-5-(4,4,5,5-tetramethyl-1,3,2-dioxaborolan-2-yl)phenol CS(=O)(=O)C1=C(C=C(C=C1)B1OC(C(O1)(C)C)(C)C)O